CN1N=C(C2=CC=CC(=C12)OC1CCN(CC1)C(=O)C=1C2=C(SC1)CCCC2)C2C(NC(CC2)=O)=O 3-(1-Methyl-7-((1-(4,5,6,7-tetrahydrobenzo[b]thiophene-3-carbonyl)piperidin-4-yl)oxy)-1H-indazol-3-yl)piperidine-2,6-dione